divinylthioether C(=C)SC=C